ClC1=C2C=C(NC2=CC=C1)CN1C(N(C=2N=C(N(C2C1=O)C)NC1=CC=C(C=C1)S(=O)(=O)C)C)=O 1-[(4-chloro-1H-indol-2-yl)methyl]-3,7-dimethyl-8-(4-methylsulfonylanilino)purine-2,6-dione